C(C)(=O)NC1=NN(C=C1)C(=O)N1CCC2(CCN(C2)CC2=CC(=C(C(=O)N)C=C2)C(F)(F)F)CC1 4-((8-(3-Acetamido-1H-pyrazole-1-carbonyl)-2,8-diazaspiro[4.5]decan-2-yl)methyl)-2-(trifluoromethyl)benzamide